C(C)(C)(C)C(C1=C(C=C(C=C1)\C(\N)=N/O)OC)N(C(O)=O)C(=O)OC(C)(C)C.NC1=C(C(=C(C=C1)CC1=C(C(=C(C=C1)N)Cl)Cl)Cl)Cl Bis(4-amino-2,3-dichlorophenyl)methane tert-butyl-(E)-(tert-butoxycarbonyl)(4-(N'-hydroxycarbamimidoyl)-2-methoxybenzyl)carbamate